4-[[[8-(3,4-dimethoxyphenyl)-2,7-dimethyl-pyrazolo[1,5-a][1,3,5]triazin-4-yl]amino]methyl]benzenesulfonamide COC=1C=C(C=CC1OC)C=1C(=NN2C1N=C(N=C2NCC2=CC=C(C=C2)S(=O)(=O)N)C)C